CN1N=CC2=CC(=CC=C12)N1C(NC=C1)=O 3-(1-methylindazol-5-yl)-2-oxoimidazol